2-cyclopentyl-N-(4,6-difluoro-2H-indazol-2-yl)acetamide C1(CCCC1)CC(=O)NN1N=C2C=C(C=C(C2=C1)F)F